CN(C(/C=C/CC[C@@H](C(=O)NC=1C(N(C=CC1)CC1=NC2=C(N1)C=CC=C2CC(C)C)=O)NC(OCC2COCC2)=O)=O)C (tetrahydrofuran-3-yl)methyl ((S,E)-7-(dimethylamino)-1-((1-((4-isobutyl-1H-benzo[d]imidazol-2-yl)methyl)-2-oxo-1,2-dihydropyridin-3-yl)amino)-1,7-dioxohept-5-en-2-yl)carbamate